C(C=1C(C(=O)OCCO)=CC=CC1)(=O)OCCO di(2-hydroxyethyl) phthalate